N-(cyclohexylmethyl)cyclohexane-1,2-diamine C1(CCCCC1)CNC1C(CCCC1)N